C(C)OC(=O)C=1C=2N(C=CC1Cl)C(=NC2Br)C=2C=NN(C2)C 1-bromo-7-chloro-3-(1-Methyl-1H-pyrazol-4-yl)imidazo[1,5-a]pyridine-8-carboxylic acid ethyl ester